ethyl (S)-3-((tert-butoxycarbonyl)amino)-3-(4'-cyclopropyl-4-fluoro-2'-hydroxy-6'-methyl-5-(trifluoromethyl)-[1,1'-biphenyl]-3-yl)propanoate C(C)(C)(C)OC(=O)N[C@@H](CC(=O)OCC)C=1C=C(C=C(C1F)C(F)(F)F)C1=C(C=C(C=C1C)C1CC1)O